6-Bromo-1-propyl-1H-benzo[d][1,2,3]triazole BrC=1C=CC2=C(N(N=N2)CCC)C1